CC1(OCC(O1)CCN1N=CC(=C1)C1=CN2C(S1)=C(C=N2)C(=O)NC=2C(=NC=C(C2)C(NCCN2CCCC2)=O)C)C 2-(1-(2-(2,2-dimethyl-1,3-dioxolan-4-yl)ethyl)-1H-pyrazol-4-yl)-N-(2-methyl-5-((2-(pyrrolidin-1-yl)ethyl)carbamoyl)pyridin-3-yl)pyrazolo[5,1-b]thiazole-7-carboxamide